ClC=1C(=NC(=NC1)NC=1C(=NN(C1)C)OC)C1=CNC2=C(C=CC=C12)NC(=O)[C@@H]1N(CCC1)C1CCN(CC1)C (R)-N-(3-(5-chloro-2-((3-methoxy-1-methyl-1H-pyrazol-4-yl)amino)pyrimidin-4-yl)-1H-indol-7-yl)-1-(1-methylpiperidin-4-yl)pyrrolidine-2-carboxamide